CC1=NN(C(=C1)C)C1=C(C=C(C#N)C=C1)F 4-(3,5-dimethyl-1H-pyrazol-1-yl)-3-fluorobenzonitrile